P(OC1=CC=C(C=C1)C(C)(C)C1=CC=C(C=C1)OP([O-])[O-])([O-])[O-] 4,4'-isopropylidenediphenyl bisphosphite